1-(4-((3S,4S)-7-hydroxy-3-isopropylisochroman-4-yl)phenyl)piperidine-4-carbaldehyde OC1=CC=C2[C@@H]([C@@H](OCC2=C1)C(C)C)C1=CC=C(C=C1)N1CCC(CC1)C=O